C(C)OC(CNCC(=O)N1C=C(C2=CC(=CC=C12)F)NC(=O)NC1=CC=C(C=C1)C(F)(F)F)=O (2-(5-Fluoro-3-(3-(4-(trifluoromethyl)phenyl)ureido)-1H-indol-1-yl)-2-oxoethyl)glycine ethyl ester